3-[(tert-butoxycarbonyl)amino]-2-(4-cyanophenyl)propanoic acid C(C)(C)(C)OC(=O)NCC(C(=O)O)C1=CC=C(C=C1)C#N